5-(3-Cyanophenyl)-2-methyl-N-(3-((4-methylpiperazin-1-yl)methyl)-1,2,4-thiadiazol-5-yl)furan-3-carboxamide C(#N)C=1C=C(C=CC1)C1=CC(=C(O1)C)C(=O)NC1=NC(=NS1)CN1CCN(CC1)C